3,4,12,12a-tetrahydro-1H-[1,4]oxazino[3,4-c]pyrido[2,1-f][1,2,4]triazine C1OCCN2C1NN1C(=C2)C=CC=C1